Cl.Cl.C1(=CC=CC=C1)C=1NC(=NN1)CN 1-(5-phenyl-4H-1,2,4-triazol-3-yl)methanamine dihydrochloride